BrC1=CC=C(C=C1)/C=C/C(=O)N1CCN(CC1)C1=NC=C(C=C1)OC (E)-3-(4-bromophenyl)-1-(4-(5-methoxypyridin-yl)piperazin-1-yl)prop-2-en-1-one